C(C1=CC=CC=C1)OC(=O)C1=C(C(=O)O)C=CC=C1 2-((benzyloxy)carbonyl)benzoic acid